C(C1CO1)OCCC[Si](O[Si](C)(C)C)(O[Si](C)(C)C)C 3-(3-glycidoxypropyl)-1,1,1,3,5,5,5-heptamethyltrisiloxane